[F].C1(=CC=CC=C1)C=1C(=NNC1)C1=CC=NC=C1C(=O)N phenylpyrazolenicotinamide fluorine